(S)-(3-(4-methylpiperazin-1-yl)phenyl)(4-prolylpiperazin-1-yl)methanone hydrochloride Cl.CN1CCN(CC1)C=1C=C(C=CC1)C(=O)N1CCN(CC1)C([C@H]1NCCC1)=O